[Rh+].C12=CC=C(CC1)C2 norbornadiene rhodium (I)